C(OCC#C)(OCC#C)=O di(prop-2-yn-1-yl) carbonate